(R)-N-(4-((benzyloxy)carbamoyl)-2-fluorophenyl)-N-((5-cyclohexylpyrazin-2-yl)methyl)-1-((perfluorophenyl)sulfonyl)azetidine-2-carboxamide C(C1=CC=CC=C1)ONC(=O)C1=CC(=C(C=C1)N(C(=O)[C@@H]1N(CC1)S(=O)(=O)C1=C(C(=C(C(=C1F)F)F)F)F)CC1=NC=C(N=C1)C1CCCCC1)F